BrC1=CC=C2CCN(C2=C1)C1CCCCC1 6-bromo-1-cyclohexylindoline